(R,Z)-3-((7-(azetidin-1-yl)-5-(bicyclo[1.1.1]pentan-1-yl)-3-butyl-2-methyl-1,1-dioxido-2,3,4,5-tetrahydrobenzo[f][1,2,5]thiadiazepin-8-yl)oxy)-2-fluoroacrylic acid N1(CCC1)C=1C(=CC2=C(N(C[C@H](N(S2(=O)=O)C)CCCC)C23CC(C2)C3)C1)O\C=C(\C(=O)O)/F